Cl.CC1=C(C=CC=C1)C1=CC=C(C=C1)N1C(N(C2=NC=CC=C21)[C@@H]2CNCC2)=O (S)-1-(2'-Methyl-[1,1'-biphenyl]-4-yl)-3-(pyrrolidin-3-yl)-1,3-dihydro-2H-imidazo[4,5-b]pyridin-2-one Hydrochloride